tert-butyl 4-(2-(2-cyano-4-methyl-5-((4-((6-(2,2,2-trifluoroethyl)thieno[2,3-d]pyrimidin-4-yl)amino)piperidin-1-yl)methyl)-1H-indol-1-yl)-1-hydroxyethyl)piperidine-1-carboxylate C(#N)C=1N(C2=CC=C(C(=C2C1)C)CN1CCC(CC1)NC=1C2=C(N=CN1)SC(=C2)CC(F)(F)F)CC(O)C2CCN(CC2)C(=O)OC(C)(C)C